N1NN=C2C1=CC=CC2=O 1H-benzotriazoleOne